2-(3-fluorophenyl)-2-hydroxy-2-phenylacetic acid FC=1C=C(C=CC1)C(C(=O)O)(C1=CC=CC=C1)O